NCCNC(CCCCC1SCC2NC(NC21)=O)=O N-(2-aminoethyl)-5-(2-oxo-1,3,3a,4,6,6a-hexahydrothieno[3,4-d]imidazol-4-yl)pentanamide